C1CCC(CC1)[NH2+]C2CCCCC2.C1=CC(=C(C=C1[N+](=O)[O-])[N+](=O)[O-])NCCCCCC(=O)N[C@@H](CCCCNC2=C(C=C(C=C2)[N+](=O)[O-])[N+](=O)[O-])C(=O)[O-] The molecule is an organoammonium salt where dicyclohexylammonium is the cation and alpha,N-(epsilon,N-DNP-aminocaproyl)-epsilon,N-DNP-L-lysinate is the counterion. It has a role as a hapten.